1,2-Dimethoxy-ethylene COC=COC